C(C)OC(C(C)(OC1CCNCC1)C)=O 2-methyl-2-(piperidin-4-yloxy)propionic acid ethyl ester